2,3,4,5-tetrafluorobenzoate FC1=C(C(=O)[O-])C=C(C(=C1F)F)F